CC(CNC(C=CC=CC=CC=CCCC)=O)C 10E-Dodecatetraenoic acid-N-(2-methylpropyl)amide